C1(=CC=CC2=CC=CC=C12)C1=CC=C(C=C1)C1=CC=C(C=C1)NC1=C(C=CC=C1)C1=CC=CC2=CC=CC=C12 4'-(naphthalen-1-yl)-N-(2-(naphthalen-1-yl)phenyl)-[1,1'-biphenyl]-4-amine